2-bromo-5-(2,3-difluorophenyl)-7-fluoro-6,7-dihydro-5H-pyrrolo[1,2-b][1,2,4]triazole BrC=1N=C2N(N1)C(CC2F)C2=C(C(=CC=C2)F)F